[NH4+].C(#N)C1=CC(=C(C=C1)CSC1=NN(C=C1)C1CCN(CC1)CC1=NC2=C(N1CC1=CN=CN1CC)C=C(C=C2)C(=O)[O-])F 2-{[4-(3-{[(4-cyano-2-fluorophenyl)methyl]sulfanyl}-1H-pyrazol-1-yl)piperidin-1-yl]methyl}-1-[(1-ethyl-1H-imidazol-5-yl)methyl]-1H-benzimidazole-6-carboxylic acid, ammonium salt